COC(=O)C1=CC2=C(N(C(=N2)NC=2OC3=C(N2)C=CC=C3)C)C=C1F 2-(benzo[d]oxazol-2-ylamino)-6-fluoro-1-methyl-1H-benzo[d]imidazole-5-carboxylic acid methyl ester